S1C(=CC=2COCCC21)CC=2C(=NN(N2)C)C2=C(C=CC(=C2)F)[C@@H](C)O (R)-1-(2-(5-((6,7-dihydro-4H-thieno[3,2-c]pyran-2-yl)methyl)-2-methyl-2H-1,2,3-triazol-4-yl)-4-fluorophenyl)ethan-1-ol